4-methyl-1-((S)-3-((methyl((S)-5,6,7,8-tetrahydroquinolin-8-yl)amino)methyl)-1,2,3,4-tetrahydroisoquinolin-5-yl)piperazin-2-one CN1CC(N(CC1)C1=C2C[C@H](NCC2=CC=C1)CN([C@H]1CCCC=2C=CC=NC12)C)=O